NC(CCCCCCCC(=O)OCCCCC(CCCC)CCCC)CCCCCCCCCCCC 5-butylnonyl 9-aminohenicosanoate